tert-butyl (1R,5S)-3-((S or R)-2,6-dichloro-7-(8-ethyl-7-fluoro-3-(methoxymethoxy) naphthalen-1-yl)-8-fluoroquinazolin-4-yl)-3,8-diazabicyclo[3.2.1]Octane-8-carboxylate ClC1=NC2=C(C(=C(C=C2C(=N1)N1C[C@H]2CC[C@@H](C1)N2C(=O)OC(C)(C)C)Cl)C2=CC(=CC1=CC=C(C(=C21)CC)F)OCOC)F